C(C(C)C)(=O)N1C[C@@H](N(C[C@H]1C)C(C(=O)OCC(F)(F)F)=O)C1=CC(=CC=C1)N1CCN(CC1)C 2,2,2-trifluoroethyl 2-((2S,5R)-4-isobutyryl-5-methyl-2-(3-(4-methylpiperazin-1-yl)phenyl)piperazin-1-yl)-2-oxoacetate